ethylenedianiline C(CNC1=CC=CC=C1)NC1=CC=CC=C1